C(C)N(CCCC1=C(C=C(C=C1F)C1=CC=2C(=NC=CC2C=2C=C3C=NNC3=CC2)N1)F)CC 5-(2-(4-(3-(diethylamino)propyl)-3,5-difluorophenyl)-1H-pyrrolo[2,3-b]pyridin-4-yl)-1H-indazol